4,6-dichloro-1H-pyrazolo[4,3-c]pyridin-1-ylphenol ClC1=NC(=CC2=C1C=NN2C2=C(C=CC=C2)O)Cl